FC(C1=NN=C(O1)C1=CC(=C(C(=C1)F)CN1N=C(N=N1)C=1C=C2C=C(C=NC2=CC1)N)F)F 6-[2-[[4-[5-(Difluoromethyl)-1,3,4-oxadiazol-2-yl]-2,6-difluorophenyl]methyl]tetrazol-5-yl]quinolin-3-amine